ClC=1C=CC2=C(C(=CS2)CN2C(O[C@]3(C2)C[C@H](CCC3)CN3C=NC2=C3C=C(C=C2)C#N)=O)C1 1-({(5s,7s)-3-[(5-chloro-1-benzothien-3-yl)methyl]-2-oxo-1-oxa-3-azaspiro[4.5]decan-7-yl}methyl)-1H-benzimidazole-6-carbonitrile